BrC=1C=C(C=CC1I)C(C(=O)OCC)(C)C ethyl 2-(3-bromo-4-iodophenyl)-2-methylpropionate